C(#N)C1=C2C(=NC(=C1)N1C[C@@H](N([C@H](C1)C)C(=O)OC(C)(C)C)C)N(N=C2NC2=CC1=CN(N=C1C(=C2)F)C)C2OCCCC2 tert-butyl (2S,6S)-4-(4-cyano-3-((7-fluoro-2-methyl-2H-indazol-5-yl)amino)-1-(tetrahydro-2H-pyran-2-yl)-1H-pyrazolo[3,4-b]pyridin-6-yl)-2,6-dimethyl-piperazine-1-carboxylate